O=C(C(=O)OCCCCCCCC)CC(C)=O octyl 2,4-dioxopentanoate